C(C)(=O)O\N=C(/N)\C1=CC=C(CNC([C@H](C)NC(=O)[C@@H]2N(C[C@H](C2)C2=CC=CC=C2)C(=O)OC(C)(C)C)=O)C=C1 tert-butyl (2R,4R)-2-(((S)-1-((4-((Z)-N'-acetoxycarbamimidoyl)benzyl)amino)-1-oxopropan-2-yl)carbamoyl)-4-phenylpyrrolidine-1-carboxylate